3-methyl-2-(3-(1-methyl-1H-pyrazol-4-yl)-7,8-dihydro-1,6-naphthyridin-6(5H)-yl)-6,7-dihydro-5H-pyrrolo[3,4-b]pyridin-5-one CC=1C=C2C(=NC1N1CC=3C=C(C=NC3CC1)C=1C=NN(C1)C)CNC2=O